COC=1C(=C2C(NC(NC2=CC1)=O)=O)OC dimethoxyquinazolinedione